C(C)(C)(C)OC(=O)N1CC(N(C(C1)=O)C=1C=C2C=C(N=CC2=C(C1)Cl)NC(=O)[C@H]1[C@@H](C1)C#N)C 4-(8-chloro-3-(trans-2-cyanocyclopropanecarboxamido)isoquinolin-6-yl)-3-methyl-5-oxopiperazine-1-carboxylic acid tert-butyl ester